3-methylbutane-1,3-diol CC(CCO)(C)O